(6R)-6-{[2-(1-methyl-1H-pyrazol-5-yl)-7-(trifluoromethyl)[1,2,4]triazolo[1,5-c]quinazolin-5-yl]amino}-1,4-diazepan-5-one CN1N=CC=C1C1=NN2C(=NC=3C(=CC=CC3C2=N1)C(F)(F)F)N[C@H]1C(NCCNC1)=O